3-((4-chloro-1-methyl-1H-pyrazol-5-yl)methyl)-2-((2-hydroxy-4-methylthiazol-5-yl)methyl)isoindolin-1-one ClC=1C=NN(C1CC1N(C(C2=CC=CC=C12)=O)CC1=C(N=C(S1)O)C)C